CC=1N=C2N(N=C(C=C2C)NC(=O)N2CCC=3C2=NC=CC3N3CCN(CC3)C(=O)OC(C)(C)C)C1 tert-butyl 4-(1-((2,8-dimethylimidazo[1,2-b]pyridazin-6-yl)carbamoyl)-2,3-dihydro-1H-pyrrolo[2,3-b]pyridin-4-yl)piperazine-1-carboxylate